Cl.Cl.CC1CCN(CC1)C1CNCCC1 4-methyl-1,3'-bipiperidine dihydrochloride